CN1CCN(CC1)CCNC1=NC(=NC2=CC=CC=C12)C1=C(C=CC=C1)O 2-(4-((2-(4-methylpiperazin-1-yl)ethyl)amino)quinazolin-2-yl)phenol